ClC=1N=C2N(C=C(C=C2C(=O)NC2CCN(CC2)C)C#CCNC2=C(C=C(C(=C2)F)C(NC)=O)OC)C1CC(F)(F)F 2-chloro-6-(3-((5-fluoro-2-methoxy-4-(methylcarbamoyl)phenyl)amino)prop-1-yn-1-yl)-N-(1-methylpiperidin-4-yl)-3-(2,2,2-trifluoroethyl)imidazo[1,2-a]pyridine-8-carboxamide